(4-Amino-3-methoxy-phenyl)-(3H-benzo[e]indol-2-yl)-methanone NC1=C(C=C(C=C1)C(=O)C=1NC=2C=CC3=C(C2C1)C=CC=C3)OC